OCCOC1C#CCCCCC1 3-(2-hydroxyethoxy)cyclooctyne